C(C)(C)OC1=C(C=C(C=C1)C1=NC(=NO1)C1=CC=C(C2=CC=CC=C12)CN1CC(C1)C(=O)O)OC 1-((4-(5-(4-isopropoxy-3-methoxyphenyl)-1,2,4-oxadiazol-3-yl)naphthalen-1-yl)methyl)azetidine-3-carboxylic acid